((1R,5S,6s)-3-(6-(phenylamino)picolinoyl)-3-azabicyclo[3.1.0]hexan-6-yl)picolinamide C1(=CC=CC=C1)NC1=CC=CC(=N1)C(=O)N1C[C@@H]2C([C@@H]2C1)C=1C(=NC=CC1)C(=O)N